C(=C)CO[SiH](OCCCCCC)OCCCCCC Vinylmethoxydihexoxysilan